C(CC)C(C([O-])=O)(CCCCCCCC)C(C)C.[Nd+3].C(CC)C(C([O-])=O)(CCCCCCCC)C(C)C.C(CC)C(C([O-])=O)(CCCCCCCC)C(C)C Neodymium (2-propyl-2-isopropyl caprate)